ClC1=CC(=C(C=C1)CC#N)F 2-(4-chloro-2-fluorophenyl)acetonitrile